boric acid, chloride B(Cl)(Cl)Cl